(+)-(4R)-4-[3-Oxo-3-[6-[[6-(trifluoromethyl)-3-pyridyl]methyl]-2-azaspiro[3.4]octan-2-yl]propyl]oxazolidin-2-one O=C(CC[C@H]1NC(OC1)=O)N1CC2(C1)CC(CC2)CC=2C=NC(=CC2)C(F)(F)F